(S)-4-(4-acryloyl-2-methylpiperazin-1-yl)-7-(3-hydroxynaphthalen-1-yl)-1-(2-isopropylphenyl)-5,6,7,8-tetrahydropyrido[3,4-d]pyrimidin-2(1H)-one C(C=C)(=O)N1C[C@@H](N(CC1)C=1C2=C(N(C(N1)=O)C1=C(C=CC=C1)C(C)C)CN(CC2)C2=CC(=CC1=CC=CC=C21)O)C